CC1(NC(C1)(C)C)C 2,2,4,4-tetramethylazetidine